FC=1C=C(C(=O)N)C=C(C1C=1N=C2N(C=CC(=C2)C)C1CN1CC(NCC1)=O)F 3,5-difluoro-4-(7-methyl-3-((3-oxopiperazin-1-yl)methyl)imidazo[1,2-a]pyridin-2-yl)benzamide